[(1S,4S)-2-oxa-5-azabicyclo[2.2.1]heptan-5-yl]methanone [C@@H]12OC[C@@H](N(C1)C=O)C2